The molecule is an oligosaccharide derivative that is a undecasaccharide derivative, the oligosaccharide portion of the Proteus penneri strain 13 lipopolysaccharide (LPS) core region. Structural variations can occur: the alpha-LD-Hep substituent linked (1->7) to alpha-LD-Hep6PEtn may be further substituted (1->7) by a beta-D-GalAN residue; if so, then the [alpha-LD-Hep-(1->2)-alpha-DD-Hep branch linked (1->2) to alpha-D-GalA may be absent. C1[C@H]([C@H]([C@H](O[C@]1(C(=O)O)O[C@@H]2C[C@@](O[C@@H]([C@@H]2O[C@@H]3[C@H]([C@H]([C@@H]([C@H](O3)[C@H](CO)O)O[C@H]4[C@@H]([C@H]([C@@H]([C@H](O4)CO)O)O)O)O[C@@H]5[C@H]([C@H]([C@@H]([C@H](O5)[C@H](CO[C@@H]6[C@H]([C@H]([C@@H]([C@H](O6)[C@H](CO)O)O)O)O)OP(=O)(O)OCCN)O)O[C@@H]7[C@@H]([C@H]([C@H]([C@H](O7)C(=O)O)O[C@@H]8[C@@H]([C@H]([C@H]([C@H](O8)CO)O)O)N)O)O[C@@H]9[C@H]([C@H]([C@@H]([C@H](O9)[C@@H](CO)O)O)O)O[C@@H]1[C@H]([C@H]([C@@H]([C@H](O1)[C@H](CO)O)O)O)O)O)O)[C@@H](CO[C@@H]1[C@@H]([C@H]([C@H](CO1)N)O)O)O)(C(=O)O)O)[C@@H](CO)O)O)O